C(C)(C)NC(OC1CC(CC1)C=1C=C2C(=NC1)NC(=C2)CN2CCOCC2)=O [3-[2-(morpholinomethyl)-1H-pyrrolo[2,3-b]pyridin-5-yl] cyclopentyl] N-isopropylcarbamate